N1=CN=C2NC=NC2=C1C=1C(=NC=CC1)NC=1C=CC(=C(C1)NC(C1=C(C=CC(=C1)C(F)(F)F)C(F)(F)F)=O)F N-(5-(3-(9H-purin-6-yl)pyridin-2-ylamino)-2-fluorophenyl)-2,5-bis(trifluoromethyl)benzamid